(5S)-2-(4-fluoro-2,3-dihydro-1H-indene-1-carbonyl)-9,9-dimethyl-8-oxo-2-azaspiro[4.5]dec-6-ene-7-carbonitrile FC1=C2CCC(C2=CC=C1)C(=O)N1C[C@@]2(CC1)C=C(C(C(C2)(C)C)=O)C#N